(S)-2-amino-N-(2-(1-(4-((6-amino-2-butoxy-8-oxo-7,8-dihydro-9H-purin-9-yl)methyl)benzyl)piperidin-4-yl)ethyl)-3-(4-(azidomethyl)phenyl)propenamide NC(C(=O)NCCC1CCN(CC1)CC1=CC=C(C=C1)CN1C2=NC(=NC(=C2NC1=O)N)OCCCC)=CC1=CC=C(C=C1)CN=[N+]=[N-]